2'-[6-amino-5-(trifluoromethyl)pyridin-3-yl]-N-(propan-2-yl)-5',6'-dihydrospiro[azetidine-3,4'-pyrrolo[1,2-b]pyrazole]-1-carboxamide NC1=C(C=C(C=N1)C=1C=C2N(N1)CCC21CN(C1)C(=O)NC(C)C)C(F)(F)F